5-Bromo-2-cyanopyridin-3-yl 3-[4-(4-chlorothiazol-2-yl)-1H-1,2,3-triazol-1-yl]-3-deoxy-2-O-ethyl-1-thio-α-D-galactopyranoside ClC=1N=C(SC1)C=1N=NN(C1)[C@@H]1[C@H]([C@@H](SC=2C(=NC=C(C2)Br)C#N)O[C@@H]([C@@H]1O)CO)OCC